5-(tert-Butyl)-9,11-bis(difluoromethoxy)-2-oxo-1,2,5,6-tetrahydropyrido[2',1':2,3]imidazo[4,5-h]quinoline-3-carboxylic acid C(C)(C)(C)C1C=2C=C(C(NC2C2=C(C1)N1C(=N2)C(=CC(=C1)OC(F)F)OC(F)F)=O)C(=O)O